[Br-].C[N+](CCOC(C(=C)C)=O)(C)C trimethyl-2-(methacryloyloxy)ethyl-ammonium bromide